ClC=1C=C2C(=C(C(N(C2=CC1)C)=O)C#N)N1C[C@H]([C@H](CC1)NC1=CC=C(C=C1)OC(F)(F)F)C 6-chloro-1-methyl-4-[(3R,4S)-3-methyl-4-{[4-(trifluoromethoxy)phenyl]amino}piperidin-1-yl]-2-oxo-1,2-dihydroquinoline-3-carbonitrile